(S)-quinuclidin-3-yl (6-(3-fluoropyridin-4-yl)-1,2,3,4-tetrahydronaphthalen-1-yl)carbamate FC=1C=NC=CC1C=1C=C2CCCC(C2=CC1)NC(O[C@@H]1CN2CCC1CC2)=O